CN1C(=CC=C1)C1=C(CN2CCN(CC2)CC=2C=C3CN(C(C3=CC2)=O)C2C(NC(CC2)=O)=O)C=CC=C1 3-(5-((4-(2-(1-methyl-1H-pyrrol-2-yl)benzyl)piperazin-1-yl)methyl)-1-oxoisoindolin-2-yl)piperidine-2,6-dione